4-(4-(1-chloroethyl)phenyl)tetrahydro-2H-pyran ClC(C)C1=CC=C(C=C1)C1CCOCC1